6-((1-acetylpiperidin-4-yl)(methyl)amino)pyrimidine-4-carboxylic acid methyl ester COC(=O)C1=NC=NC(=C1)N(C)C1CCN(CC1)C(C)=O